3-(3-(benzofuran-2-yl)acryloyl)-4-isopropyl-oxazolidin-2-one O1C(=CC2=C1C=CC=C2)C=CC(=O)N2C(OCC2C(C)C)=O